C(=O)(O)C1C(C2C=C(C1C2)C)C(=O)OC=2C1=CC=CC=C1C=C1C=CC=CC21 9-[2-carboxy(3,6-methano-4-methyl-4-cyclohexenyl)]carbonyloxyanthracene